1-(4-(1-ethyl-4-(trifluoromethyl)-1H-imidazol-2-yl)-3-fluorophenyl)ethan-1-one C(C)N1C(=NC(=C1)C(F)(F)F)C1=C(C=C(C=C1)C(C)=O)F